2-(4-methoxyphenyl)-6-phenyl-4,5-dihydropyridazin-3(2H)-one COC1=CC=C(C=C1)N1N=C(CCC1=O)C1=CC=CC=C1